tert-butyl (S)-(1'-(5-bromo-3-(hydroxymethyl)-6-methylpyrazin-2-yl)-1,3-dihydrospiro[indene-2,4'-piperidine]-1-yl)carbamate BrC=1N=C(C(=NC1C)N1CCC2(CC1)[C@@H](C1=CC=CC=C1C2)NC(OC(C)(C)C)=O)CO